methyl 2-(6-{4-[(4-chloro-2-fluorobenzyl) oxy]-5-fluoropyrimidin-2-yl}-6-azaspiro[2.5]oct-1-yl)-1-[(2S)-oxetan-2-ylmethyl]-1H-benzimidazole-6-carboxylate ClC1=CC(=C(COC2=NC(=NC=C2F)N2CCC3(CC3C3=NC4=C(N3C[C@H]3OCC3)C=C(C=C4)C(=O)OC)CC2)C=C1)F